6-(Cyclopent-1-en-1-yl)-2-fluoro-3-nitrobenzoic acid C1(=CCCC1)C1=CC=C(C(=C1C(=O)O)F)[N+](=O)[O-]